2-[6-[(1R)-1-(tert-butoxycarbonylamino)ethyl]-1H-pyrrolo[2,3-b]pyridin-2-yl]-7-methoxy-1-methyl-benzimidazole-5-carboxylic acid C(C)(C)(C)OC(=O)N[C@H](C)C1=CC=C2C(=N1)NC(=C2)C2=NC1=C(N2C)C(=CC(=C1)C(=O)O)OC